tert-Butyl 2-(4-formyl-1-(2-(trifluoromethyl)phenyl)-1H-pyrazol-5-yl)-7-azaspiro[3.5]non-1-ene-7-carboxylate C(=O)C=1C=NN(C1C1=CC2(C1)CCN(CC2)C(=O)OC(C)(C)C)C2=C(C=CC=C2)C(F)(F)F